(5Z)-2-[(3-Bromophenyl)amino]-5-(1H-indol-3-ylmethylene)-1,3-thiazol-4(5H)-one BrC=1C=C(C=CC1)NC=1S\C(\C(N1)=O)=C/C1=CNC2=CC=CC=C12